2-chloro-4-methyl-pyridin-3-amine ClC1=NC=CC(=C1N)C